N-((2,6-difluorobenzyl)(methyl)(oxo)-λ6-sulfaneylidene)-3-(5-(trifluoromethyl)-1,2,4-oxadiazol-3-yl)benzamide FC1=C(CS(=NC(C2=CC(=CC=C2)C2=NOC(=N2)C(F)(F)F)=O)(=O)C)C(=CC=C1)F